4-methylaminoacridine CNC1=CC=CC2=CC3=CC=CC=C3N=C12